6-(4-(morpholine-4-sulfonamido)phenyl)-9H-purin N1(CCOCC1)S(=O)(=O)NC1=CC=C(C=C1)C1=C2N=CNC2=NC=N1